3-(2-chloro-3-(1,4-benzodioxan-6-yl)anilino)isothiazolo[4,5]pyrazin ClC1=C(NC2=NSC3=C2N=CC=N3)C=CC=C1C1=CC3=C(OCCO3)C=C1